1-ethyl-3-allylimidazole bromine salt [Br].C(C)N1CN(C=C1)CC=C